cis-3-tetradecene-1,2-dicarboxylic anhydride C1C(\C=C/CCCCCCCCCC)C(=O)OC1=O